NC=1C=2N(C3=CC(=C(C=C3N1)F)C(=O)O)C=NC2C 4-amino-7-fluoro-3-methylimidazo[1,5-a]quinoxaline-8-carboxylic acid